[Fe](=S)(=S)=S.[P] phosphorus iron trisulfide